[BH4-].[Cu+2].[BH4-] copper(II) borohydride